ClC=1C=C(C2=C(N=C(O2)CSC=2NC(C3=C(N2)N(N=C3)C3=CC=CC=C3)=O)C1)Cl 6-(((5,7-Dichlorobenzo[d]oxazol-2-yl)methyl)thio)-1-phenyl-1,5-dihydro-4H-pyrazolo[3,4-d]pyrimidin-4-on